C(=O)C1=C(C(=O)O)C=C(C(=C1)C(=O)O)C=O 2,5-diformylterephthalic acid